l(+)-lactic acid C([C@@H](O)C)(=O)O